3-((10-Hydroxy-7-(2-(pyridin-3-yl)pyrrolidine-1-carbonyl)-7-azaspiro[4.5]decan-10-yl)methyl)-6-phenylpyrimidin-4(3H)-one OC1(CCN(CC12CCCC2)C(=O)N2C(CCC2)C=2C=NC=CC2)CN2C=NC(=CC2=O)C2=CC=CC=C2